FC(C(F)F)(OC1=C(C=CC=C1)C1=NN2C(=NC=3C=CC=CC3C2=N1)N[C@@H](C(=O)N)CC)F (2R)-2-({2-[2-(1,1,2,2-tetrafluoroethoxy)phenyl][1,2,4]triazolo[1,5-c]quinazolin-5-yl}amino)butanamide